8-((2R,5R)-4-(tert-butoxycarbonyl)-5-ethyl-2-(methoxymethyl)piperazin-1-yl)-6-hydroxyimidazo[1,2-b]pyridazine-2-carboxylic acid C(C)(C)(C)OC(=O)N1C[C@@H](N(C[C@H]1CC)C=1C=2N(N=C(C1)O)C=C(N2)C(=O)O)COC